COC=1C(=NC=CC1[C@H]1[C@@H](O[C@]([C@H]1C)(C(F)(F)F)C)C(=O)NC1=CC(=NC=C1)C(=O)N)C 4-((2R,3S,4S,5R)-3-(3-methoxy-2-methylpyridin-4-yl)-4,5-dimethyl-5-(trifluoromethyl)tetrahydrofuran-2-carboxamido)picolinamide